Cl.Cl.Cl.N[C@@H](CCCCN)C(=O)O Lysine Trihydrochloride Salt